C(C)(C)(C)OC(=O)N1CCC(CC1)N1N=NC(=C1C)C=1C=C(C=2N(C1)N=CC2C#N)OC(C)C2=C(C(=O)O)C=CC=C2 2-(1-((6-(1-(1-(tert-butoxycarbonyl)piperidin-4-yl)-5-methyl-1H-1,2,3-triazol-4-yl)-3-cyanopyrazolo[1,5-a]pyridin-4-yl)oxy)ethyl)benzoic acid